BrC=1N(C(=C(N1)C#N)/N=C/N(C)C)C1=C(C(=CC=C1C)OCOCC[Si](C)(C)C)C (E)-N'-(2-bromo-4-cyano-1-(2,6-dimethyl-3-((2-(trimethylsilyl)ethoxy)methoxy)phenyl)-1H-imidazol-5-yl)-N,N-dimethylformimidamide